1-((S)-1-acryloylpyrrolidin-3-yl)-3-(((R)-7-chloro-1-methyl-2,3-dihydro-1H-benzo[d]pyrrolo[1,2-a]imidazol-6-yl)ethynyl)-5-(methylamino)-1H-pyrazole-4-carboxamide C(C=C)(=O)N1C[C@H](CC1)N1N=C(C(=C1NC)C(=O)N)C#CC=1C(=CC2=C(N=C3N2[C@@H](CC3)C)C1)Cl